N-[3-(4-methyl-6-propanoylpyridin-3-yl)-1,6-naphthyridin-7-yl]cyclopropanecarboxamide CC1=C(C=NC(=C1)C(CC)=O)C=1C=NC2=CC(=NC=C2C1)NC(=O)C1CC1